3-(Aminomethyl)-1-(trans-3-hydroxycyclobutyl)-N,N-dimethyl-1H-pyrazole-5-carboxamide NCC1=NN(C(=C1)C(=O)N(C)C)[C@@H]1C[C@H](C1)O